BrC1=CC(=CC=2C3=CC=CC=C3C(C12)(C)C)Cl 1-bromo-3-chloro-9,9-dimethyl-9H-fluorene